CC1=C(C=CC=C1C)NC1=NC=C(C(=N1)NC1=C2CCNC(C2=CC=C1)=O)C(=O)N 2-[(2,3-dimethylphenyl)amino]-4-[(1-oxo-1,2,3,4-tetrahydroisoquinolin-5-yl)amino]pyrimidine-5-carboxamide